C(CCCCCCCC\C=C\CCCCCCC)(=O)O (E)-octadec-10-enoic acid